5-phenyl-1-(2-dimethylaminoethyl)triazole C1(=CC=CC=C1)C1=CN=NN1CCN(C)C